The molecule is a member of the class of benzofurans that is 1-benzofuran substituted by a 4-hydroxyphenyl group at position 2 and a prop-1-en-1-yl group at position 5. It is a lignan derivative isolated from the roots of Krameria lappacea. It has a role as an anti-inflammatory agent, a cyclooxygenase 1 inhibitor, a cyclooxygenase 2 inhibitor, a plant metabolite and a NF-kappaB inhibitor. It is a member of benzofurans and a member of phenols. C/C=C/C1=CC2=C(C=C1)OC(=C2)C3=CC=C(C=C3)O